N-[1-(4-Chloro-3-cyano-1H-indol-7-yl)piperidin-4-yl]-5-[4-({4-[4-(2,4-dioxo-1,3-diazinan-1-yl)-1H-indol-1-yl]piperidin-1-yl}methyl)piperidin-1-yl]pyridine-2-carboxamide ClC1=C2C(=CNC2=C(C=C1)N1CCC(CC1)NC(=O)C1=NC=C(C=C1)N1CCC(CC1)CN1CCC(CC1)N1C=CC2=C(C=CC=C12)N1C(NC(CC1)=O)=O)C#N